CC1=NN2C(N(C=3C(=CC=CC3C2=N1)NC1=CC=NC=C1C(=O)NC([2H])([2H])[2H])C)=O 4-((2,6-dimethyl-5-oxo-5,6-dihydro-[1,2,4]triazolo[1,5-c]quinazolin-7-yl)amino)-N-(methyl-d3)nicotinamide